ClC=1C(=C(C=C(C1)Cl)O)OC 3,5-dichloro-2-methoxyphenol